FC1=CC=C(CCC2(CN3C(C=4C=CC=CC24)=NC2=C3C=CC=C2)C(=O)[O-])C=C1 5-(4-fluorophenethyl)-5,6-dihydrobenzo[4,5]imidazo[2,1-a]isoquinoline-5-carboxylate